N1(C=NC=C1)CC1=C(C=C(C=C1)C1=C(SC(=C1)CC(C)C)S(=O)(=O)NC(C)(C)C)C#N 3-(4-((1H-imidazol-1-yl)methyl)-3-cyanophenyl)-N-(tert-butyl)-5-isobutylthiophene-2-sulfonamide